isopentyl carbonate C(OCCC(C)C)([O-])=O